3-[6-[3-(trifluoromethoxy)phenoxy]-3-pyridinyl]-1H-imidazo[4,5-b]pyridin-2-one FC(OC=1C=C(OC2=CC=C(C=N2)N2C(NC=3C2=NC=CC3)=O)C=CC1)(F)F